N,N-bis(2-ethylhexyl)-4-methyl-1H-benzotriazole-1-methanamine CCCCC(CC)CN(CC(CC)CCCC)CN1C2=CC=CC(=C2N=N1)C